ClC=1C=C(C=C(C1)Cl)S(=O)(=O)N1[C@@H](C[C@H](C1)OC1=NC=C(C=C1)I)C(=O)NC (2S,4R)-1-((3,5-dichlorophenyl)sulfonyl)-4-((5-iodopyridin-2-yl)oxy)-N-methylpyrrolidine-2-carboxamide